O=CC[C@H](O)[C@H](O)CO Deoxy-Ribose